ClC=1C(=C(C=C2N=CC(=NC12)C=1C=NN(C1)CC1CCN(CC1)C)C)OC=1C=CC2=C(NC(=N2)C)C1 8-chloro-6-methyl-7-((2-methyl-1H-benzo[d]imidazol-6-yl)oxy)-2-(1-((1-methylpiperidin-4-yl)methyl)-1H-pyrazol-4-yl)quinoxaline